C(C)C1=CC=C(C=C1)C1(CCN(CC1)C1=C(C=NC2=CC=C(C=C12)OC(F)(F)F)S(=O)(=O)C1=CC=C(C=C1)CC)O 4-(4-ethylphenyl)-1-(3-((4-ethylphenyl)sulfonyl)-6-(trifluoromethoxy)quinolin-4-yl)piperidin-4-ol